FC1=CC2=C(CCO2)C=C1S(=O)(=O)N1CCC(CC1)C=1C(=CC=2N(N1)C=CN2)C 6-(1-((6-fluoro-2,3-dihydrobenzofuran-5-yl)sulfonyl)piperidin-4-yl)-7-methylimidazo[1,2-b]pyridazine